Cl.NC(C(=O)N1CCN(CC1)C(=O)NC1=NC(N(C=C1)C1=CC=C(C=C1)OC(CN1C[C@@H](CC1)CN)C)=O)(C)C 4-(2-Amino-2-methylpropanoyl)-N-(1-(4-((1-((S)-3-(aminomethyl)pyrrolidin-1-yl)propan-2-yl)oxy)phenyl)-2-oxo-1,2-dihydropyrimidin-4-yl)piperazine-1-carboxamide hydrochloride salt